C(C)(C)(C)OC(=O)C=1CCC=CN1 Pyridine-6(5H)-carboxylic acid tert-butyl ester